2-({N-[6-(2,5-dioxo-2,5-dihydro-1H-pyrrol-1-yl)hexanoyl]-beta-alanyl}amino)phenyl beta-D-glucopyranosiduronic acid O([C@H]1[C@H](O)[C@@H](O)[C@H](O)[C@H](O1)C(=O)O)C1=C(C=CC=C1)NC(CCNC(CCCCCN1C(C=CC1=O)=O)=O)=O